3-((1-cyclopropyl-6-fluoro-1H-benzo[d]imidazol-5-yl)ethynyl)-5-(methylamino)-1H-pyrazole-4-carboxamide C1(CC1)N1C=NC2=C1C=C(C(=C2)C#CC2=NNC(=C2C(=O)N)NC)F